1-[(4-{3-azabicyclo[3.1.0]hex-3-yl}-2-cyanophenyl)methyl]-1H-imidazole-4-carboxylic acid ethyl ester C(C)OC(=O)C=1N=CN(C1)CC1=C(C=C(C=C1)N1CC2CC2C1)C#N